CC(C[C@@H](C(N1[C@H](CC2(OCC(CO2)CN2CCCC2)CC1)C)=O)N1C([C@@H](NCC1)CC(C)C)=O)C (3S)-1-[(2S)-4-methyl-1-oxo-1-[(3s,6s,8S)-8-methyl-3-(pyrrolidin-1-ylmethyl)-1,5-dioxa-9-azaspiro[5.5]undec-an-9-yl]pentan-2-yl]-3-(2-methylpropyl)piperazin-2-one